C(C)(=O)C=1N=C(SC1C)NC(C1=C(C=C(C=C1)NCCOCCOCCOCCOCCOCCN)C)=O N-(4-acetyl-5-methylthiazol-2-yl)-4-((17-amino-3,6,9,12,15-pentaoxaheptadecyl)amino)-2-methylbenzamide